(5S)-3-bromo-5-[6-methyl-5-[3-(trifluoromethyl)phenoxy]-3-pyridyl]-4,5-dihydroisoxazole BrC1=NO[C@@H](C1)C=1C=NC(=C(C1)OC1=CC(=CC=C1)C(F)(F)F)C